C(C1=CC=CC=C1)(=O)O[C@H]1[C@@H](O[C@@H]([C@H]1O)CO)N1C=NC=2C(=O)NC(N)=NC12 O-benzoyl-guanosine